OC=1C=C(C2=CC=CC=C2C1)C1(CC1)C=1C(=C(C(=O)N)C=CC1)C (1-(3-hydroxynaphthalen-1-yl)cyclopropyl)-2-methylbenzamide